[Na+].[Na+].O[B-]1(CCC=2C=CC(=C(C2O1)C(=O)O)OC1CN(C1)C(CC1CCNCC1)=O)O.O[B-]1(CCC=2C=CC(=C(C2O1)C(=O)O)OC1CN(C1)C(CC1CCNCC1)=O)O 4,4-dihydroxy-8-({1-[(piperidin-4-yl)acetyl]azetidin-3-yl}oxy)-5-oxa-4-boranuidabicyclo[4.4.0]deca-1(6),7,9-triene-7-carboxylic acid disodium salt